C(C)(C)(C)OC(=O)N(C=1SC=C(N1)C(=O)OC)CCCC(CO)O methyl 2-[tert-butoxycarbonyl(4,5-dihydroxypentyl)amino]thiazole-4-carboxylate